5-[(pent-4-en-1-yloxy)methyl]-2-azabicyclo[3.1.0]Hexane-3-carboxylic acid benzyl ester C(C1=CC=CC=C1)OC(=O)C1NC2CC2(C1)COCCCC=C